C(C)(C)(C)OC(=O)N(CC#CC(=O)[C@]1(CN(CC1)C(=O)OC(C)(C)C)OC)C tert-butyl (3S)-3-[4-[tert-butoxycarbonyl(methyl)amino]but-2-ynoyl]-3-methoxy-pyrrolidine-1-carboxylate